N-(3-pyridinyl)quinoline-8-carboxamide N1=CC(=CC=C1)NC(=O)C=1C=CC=C2C=CC=NC12